C(C)(C)(C)N1C=C(C=2C1=NC(=CC2)C(=O)N2CCNCC2)C2=CC(=C(C=C2)Cl)F 4-(1-(tert-butyl)-3-(4-chloro-3-fluorophenyl)-1H-pyrrolo[2,3-b]pyridine-6-carbonyl)piperazin